BrC1=CC2=C(C(=N1)NC=1C(=CC(=C(C(=O)NCC(F)F)C1)C)F)N(C=N2)C(C)C 5-((6-bromo-3-isopropyl-3H-imidazo[4,5-c]pyridin-4-yl)amino)-N-(2,2-difluoroethyl)-4-fluoro-2-methylbenzamide